(E)-2-((2,2-dimethyl-2,3-dihydrobenzofuran-7-yl)oxy)-N'-(2-methoxybenzylidene)acethydrazide CC1(OC2=C(C1)C=CC=C2OCC(=O)N/N=C/C2=C(C=CC=C2)OC)C